C1(CCCC1)P(C1=CC=C(C=C1)OC)C1CCCC1 Dicyclopentyl-(4-methoxyphenyl)phosphine